C(C=C)(=O)N1C[C@@H](N(C[C@H]1C)C1=NC(=NC2=C(C(=C(C=C12)Cl)C=1C(=CC=C2C=NN(C12)C)C)F)N1CC(C1)[N+](C)(C)C)C 1-((R)-4-((2S,5R)-4-acryloyl-2,5-dimethylpiperazin-1-yl)-6-chloro-7-(1,6-dimethyl-1H-indazol-7-yl)-8-fluoroquinazolin-2-yl)-N,N,N-trimethylazetidin-3-aminium